2-[(1R,3R)-3-[1-(4-fluoro-3-methyl-phenyl)-4-hydroxy-2-isopropyl-indol-3-yl]cyclohexyl]acetic acid FC1=C(C=C(C=C1)N1C(=C(C2=C(C=CC=C12)O)[C@H]1C[C@@H](CCC1)CC(=O)O)C(C)C)C